2-α-linolenoyl-sn-glycero-3-phosphocholine C(CCCCCCC\C=C/C\C=C/C\C=C/CC)(=O)O[C@H](CO)COP(=O)([O-])OCC[N+](C)(C)C